1-(4-(morpholinomethyl)-6-((5-(5-phenyl-1,3,4-oxadiazol-2-yl)thiazol-2-yl)amino)pyridine-2-yl)pyrrolidin-3-ol O1CCN(CC1)CC1=CC(=NC(=C1)NC=1SC(=CN1)C=1OC(=NN1)C1=CC=CC=C1)N1CC(CC1)O